N1=C(C=CC=C1)N1N=C2CCCCC2=C1OC(C=C)=O 2-(pyridin-2-yl)-4,5,6,7-tetrahydro-2H-indazol-3-ylacrylate